COC1=CC=C(C=C1)C(CNCC(=O)OC)C1=CC=CC=C1 methyl 2-[[2-(4-methoxyphenyl)-2-phenyl-ethyl]amino]acetate